7-(5-((5-Chloro-4-(1H-indol-3-yl)pyrimidin-2-yl)amino)-2-oxopyridin-1(2H)-yl)heptan ClC=1C(=NC(=NC1)NC=1C=CC(N(C1)CCCCCCC)=O)C1=CNC2=CC=CC=C12